3-(5-((2-(3-(2-chlorophenoxy)azetidin-1-yl)cyclopentyl)oxy)-1-oxoisoindolin-2-yl)piperidine-2,6-dione ClC1=C(OC2CN(C2)C2C(CCC2)OC=2C=C3CN(C(C3=CC2)=O)C2C(NC(CC2)=O)=O)C=CC=C1